2,15-bis(4-methoxyphenyl)-4,7,10,13-tetraoxahexadeca-2,14-dien COC1=CC=C(C=C1)C(C)=COCCOCCOCCOC=C(C)C1=CC=C(C=C1)OC